BrC1(CN=CC=C1)C(CCC(=C)C)N 1-(3-bromopyridin-3-yl)-4-methylpent-4-en-1-amine